C(CCC)[NH+](CCCC)CCCC (tri-n-butyl)ammonium